ClC1=C(C=C(C=C1NC1=NC=2N(C(=N1)N[C@H]1[C@H](C1)F)N=CC2C#N)C#N)N2CCN(CC2)[C@H](C(=O)N)C (2S)-2-(4-{2-Chloro-5-cyano-3-[(8-cyano-4-{[(1R,2S)-2-fluorocyclopropyl]amino}pyrazolo[1,5-a][1,3,5]triazin-2-yl)amino]phenyl}piperazin-1-yl)propanamide